C(CCC)C=1N(C=2C(=C(N=NC2N2CCNCC2)N)N1)C 2-butyl-3-methyl-4-piperazin-1-yl-imidazo[4,5-d]pyridazin-7-amine